FCOC(CCCOC1=C(C=CC=C1)CCC1=CC(=CC=C1)OC(F)(F)F)N(C)CF (fluoromethoxy)-N-(fluoromethyl)-N-methyl-4-(2-(3-(trifluoromethoxy)phenethyl)phenoxy)butan-1-amine